FC1=CC(=C(C=C1)N1C=C(C=2C1=CN=CC2)C2CCN(CC2)C[C@@H]2CC[C@H](CC2)NC(OC(C)(C)C)=O)C(N(C)C(C)C)=O tert-butyl (trans-4-((4-(1-(4-fluoro-2-(isopropyl(methyl)carbamoyl)phenyl)-1H-pyrrolo[2,3-c]pyridin-3-yl)piperidin-1-yl)methyl)cyclohexyl)carbamate